CCCCCCCCCCCCCC/C=C\OC[C@H](COP(=O)(O)OC[C@@H](C(=O)O)N)O 1-(1Z-hexadecenyl)-glycero-3-phosphoserine